6-Chloro-7-methoxy-2-methyl-3-(4'-(methylsulfonyl)-[1,1'-biphenyl]-4-yl)quinolin-4(1H)-one ClC=1C=C2C(C(=C(NC2=CC1OC)C)C1=CC=C(C=C1)C1=CC=C(C=C1)S(=O)(=O)C)=O